cyano-2-oxo-N-phenyl-1,2-dihydrospiro[pyrido[2,3-b][1,4]oxazine-3,3'-pyrrolidine]-6-carboxamide C(#N)N1CC2(CC1)C(NC1=C(O2)N=C(C=C1)C(=O)NC1=CC=CC=C1)=O